N-(2-(1-ethyl-2-methylpiperidin-3-yl)thieno[2,3-b]pyridin-4-yl)-6-fluorobenzo[d]thiazol-5-amine C(C)N1C(C(CCC1)C1=CC=2C(=NC=CC2NC=2C(=CC3=C(N=CS3)C2)F)S1)C